FC(C1=NN=C(O1)C1=CC=C(CC2=CC(=NO2)C=2C=CC(=NC2)N)C=C1)F 5-(5-(4-(5-(difluoromethyl)-1,3,4-oxadiazol-2-yl)benzyl)isoxazol-3-yl)pyridin-2-amine